1-(2-(2,6-dioxopiperidin-3-yl)-1,3-dioxoisoindoline-5-yl)azepine O=C1NC(CCC1N1C(C2=CC=C(C=C2C1=O)N1C=CC=CC=C1)=O)=O